C(CCCC)NS(=O)(=O)C1=CC=C(C=C1)F N-pentyl-4-fluorobenzenesulfonamide